C1(=CC=CC=C1)[C@H](C)NC(O)=O.CCl Methyl chloride (S)-1-phenylethyl-carbamate